(2R,3S,4S,5S)-4-[[3-(3-methoxy-2-pyridinyl)-4,5-dimethyl-5-(trifluoromethyl)tetrahydrofuran-2-carbonyl]amino]pyridine-2-carboxamide COC=1C(=NC=CC1)[C@H]1[C@@H](O[C@@]([C@H]1C)(C(F)(F)F)C)C(=O)NC1=CC(=NC=C1)C(=O)N